OC=1C=C(C=CC1O)CCNC(=O)C12CC3(CC(CC(C1)C3)C2)C2=CC=C(C=C2)Cl 3-(4-Chloro-phenyl)-adamantane-1-carboxylic acid [2-(3,4-dihydroxy-phenyl)-ethyl]-amide